6-methoxy-1,4-dimethyl-9H-carbazole COC=1C=C2C=3C(=CC=C(C3NC2=CC1)C)C